ClC1=C(C=2N(C(=C1)C1CC1)C=NC2)C#CC2=NN(C(=C2C(=O)N)NC)[C@@H]2CN([C@H](C2)COC)C(C=C)=O 3-(2-{7-chloro-5-cyclopropylimidazo[1,5-a]pyridin-8-yl}ethynyl)-1-[(3S,5R)-5-(methoxymethyl)-1-(prop-2-enoyl)pyrrolidin-3-yl]-5-(methylamino)pyrazole-4-carboxamide